4-methoxy-3,3-dimethylbutan-1-amine COCC(CCN)(C)C